3-(1-methylpyrazol-3-yl)isoxazolidine-2-carboxylic acid tert-butyl ester C(C)(C)(C)OC(=O)N1OCCC1C1=NN(C=C1)C